C(C)(C)(C)C1CNCCC12CCN(CC2)CC2CCC(CC2)N2N=C(C(=C2)NC(=O)C=2C=NN1C2N=C(C=C1)N1CCOCC1)C(F)F tert-Butyl-9-(((1R,4R)-4-(3-(difluoromethyl)-4-(5-morpholinopyrazolo[1,5-a]pyrimidine-3-carboxamido)-1H-pyrazol-1-yl)cyclohexyl)methyl)-3,9-diazaspiro[5.5]undecane